C(C)NCO[Si](OC)(OC)CC(C)C N-ethyl-aminoisobutyl-trimethoxysilan